C(N)(=O)[C@H](CCC(=O)OC(C)(C)C)N1C(C2=CC=C(C(=C2C1)F)C1C(CNCC1)(C)C)=O tert-butyl (4S)-4-carbamoyl-4-[5-(3,3-dimethylpiperidin-4-yl)-4-fluoro-1-oxo-3H-isoindol-2-yl]butanoate